4-(3-fluoropyrrolidin-1-yl)-5,6-dihydropyrido[3,4-d]pyrimidine-7(8H)-carboxylic acid tert-butyl ester C(C)(C)(C)OC(=O)N1CC=2N=CN=C(C2CC1)N1CC(CC1)F